C(C)(C)(C)OC(=O)NCCN1N=C2C3=C(CCC2=C1)OC(=C3C)C(=O)O 2-{2-[(Tert-Butoxycarbonyl)amino]ethyl}-8-methyl-4,5-dihydro-2H-furo[2,3-g]indazole-7-carboxylic acid